2-ethyl-1,3,4-trimethylimidazolemaleic acid METHYLIDENEMALONATE C=C(C(=O)O)C(=O)O.C(C)C1(N(C=C(N1C)C)C)/C(=C/C(=O)O)/C(=O)O